C(N)(=O)C1=CC(=C(C=C1)C1=CC(=CC=C1)CN1C2(CC(C1)C2)C(=O)N[C@@H](C)C2=CC=C(C(=O)O)C=C2)C (S)-4-(1-(2-((4'-carbamoyl-2'-methyl-[1,1'-biphenyl]-3-yl)methyl)-2-azabicyclo[2.1.1]hexane-1-carboxamido)ethyl)benzoic acid